The molecule is the (R)-enantiomer of 8-HPETE. It derives from an icosa-5,9,11,14-tetraenoic acid. It is a conjugate acid of an 8(R)-HPETE(1-). It is an enantiomer of an 8(S)-HPETE. CCCCC/C=C\\C/C=C\\C=C\\[C@@H](C/C=C\\CCCC(=O)O)OO